C(#N)C(C(=O)OCC)=CC1=CC=C(C=C1)C1=CC=CC=C1 ethyl α-cyano-p-phenylcinnamate